C(C)[C@H]1N(C[C@@H](N(C1)C=1C2=C(N(C(N1)=O)C)C=CC(=N2)C#N)C)C(C)C2=C(C=C(C=C2)OC(F)(F)F)F 4-((2s,5r)-5-ethyl-4-(1-(2-fluoro-4-(trifluoromethoxy)phenyl)ethyl)-2-methylpiperazin-1-yl)-1-methyl-2-oxo-1,2-dihydropyrido[3,2-d]pyrimidine-6-carbonitrile